CC=1CC2=C(C3=CC=C(C=C3C(=C2CC1)OC1=CC=CC=C1)C)OC(C=C)=O 2,6-dimethyl-9-acryloyloxy-10-phenoxy-1,4-dihydroanthracene